tert-butyl 4-[2-(8-methyl-7-{[(2S)-tetrahydrofuran-2-ylmethyl]carbamoyl}-4,5-dihydro-2H-furo[2,3-g]indazol-2-yl)ethyl]piperazine-1-carboxylate CC1=C(OC=2CCC3=CN(N=C3C21)CCN2CCN(CC2)C(=O)OC(C)(C)C)C(NC[C@H]2OCCC2)=O